6-(piperidin-1-yl)-5,6,7,8-tetrahydronaphthalen-2-amine N1(CCCCC1)C1CC=2C=CC(=CC2CC1)N